[C@H]12CN(C[C@H](CC1)N2)C2=NC(=NC1=C(C(=C(C=C21)F)C2=CNC1=CC=C(C=C21)C)F)OC[C@H]2N(CCC2)C 4-((1R,5S)-3,8-diazabicyclo[3.2.1]octan-3-yl)-6,8-difluoro-7-(5-methyl-1H-indol-3-yl)-2-(((S)-1-methylpyrrolidin-2-yl)methoxy)quinazoline